4-[4-(1,3-Benzooxazol-2-yl)-4-fluoropiperidin-1-yl]-1-methyl-2-oxo-1,2-dihydroquinoline-3-carboxamide O1C(=NC2=C1C=CC=C2)C2(CCN(CC2)C2=C(C(N(C1=CC=CC=C21)C)=O)C(=O)N)F